O=C1NC(CCC1N1C(C2=CC=CC(=C2C1=O)OCC(=O)NCCOCCOCCOCC(=O)OC(C)(C)C)=O)=O tert-butyl 2-[2-[2-[2-[[2-[2-(2,6-dioxo-3-piperidyl)-1,3-dioxo-isoindolin-4-yl]oxyacetyl]amino]ethoxy]ethoxy]ethoxy]acetate